T-butyl pyrazine-5-carboxylate N1=CC=NC(=C1)C(=O)OC(C)(C)C